ON1NC=CC=N1 ortho-hydroxyl-triazine